C(#N)C1C(C1)C1=CN(C2=C1C=NC(=C2)NC(C)=O)C2=NC=CC(=N2)C(C)(F)F N-(3-(2-cyanocyclopropyl)-1-(4-(1,1-difluoroethyl)pyrimidin-2-yl)-1H-pyrrolo[3,2-c]pyridin-6-yl)acetamide